4-chloro-7-(4-chlorobenzyl)-7H-pyrrolo[2,3-d]Pyrimidine ClC=1C2=C(N=CN1)N(C=C2)CC2=CC=C(C=C2)Cl